C1OC[C@@H]2CN(CC[C@H]21)CCOCCNC(C2=C(C=C(C=C2)NC=2C=1N(C=CN2)C(=CN1)C1=CC=C(C=C1)OC(F)F)C)=O N-[2-[2-[(3aS,7aR)-3,3a,4,6,7,7a-hexahydro-1H-furo[3,4-c]pyridin-5-yl]ethoxy]ethyl]-4-[[3-[4-(difluoromethoxy)phenyl]imidazo[1,2-a]pyrazin-8-yl]amino]-2-methylbenzamide